6,11,11-trimethyl-6,7,8,9-tetrahydro-6,9-methanopyridazino[4,5-b]quinoxaline CC12C=3N=C4C(=NC3C(CC1)C2(C)C)C=NN=C4